Cl.FC(C1=C(C=CC(=C1)CC1=NNC(C2=CC=CC=C12)=O)S(=O)(=O)N)(F)F (2-(trifluoromethyl)-4-((4-oxo-3,4-dihydro-phthalazin-1-yl)methyl)phenyl)sulphonamide hydrochloride salt